N3-(2-chloro-6-methylphenyl)-N6-(2-(4-(2-fluoroethyl)piperazin-1-yl)-6-methylpyridin-4-yl)-1-methyl-1H-pyrazolo[3,4-d]pyrimidine-3,6-diamine ClC1=C(C(=CC=C1)C)NC1=NN(C2=NC(=NC=C21)NC2=CC(=NC(=C2)C)N2CCN(CC2)CCF)C